C1(CC1)C=1C=C(C(=NC1C1=CC=C(C=C1)F)OCC)CN1CCC2(CN(C(O2)=O)C2=CC=C(C=C2)P(O)(O)=O)CC1 (4-(8-((5-cyclopropyl-2-ethoxy-6-(4-fluorophenyl)pyridin-3-yl)methyl)-2-oxo-1-oxa-3,8-diazaspiro[4.5]decan-3-yl)phenyl)phosphonic acid